ClC1=C(C=CC(=N1)C#N)C=1C=NN(C1)CC(C)(C)C 6-chloro-5-(1-neopentyl-1H-pyrazol-4-yl)picolinonitrile